ethyl guanylacetate C(N)(=N)CC(=O)OCC